[Na].C1CCC2=C(C=3CCCC3C=C12)NC(=O)NS(=O)(=O)C=1SC=2CN(CCC2N1)C ((1,2,3,5,6,7-hexahydro-s-indacen-4-yl)carbamoyl)((5-methyl-4,5,6,7-tetrahydrothiazolo[5,4-c]pyridin-2-yl)sulfonyl)amine sodium salt